[N+](=[N-])=C(C(=O)OCC)C=O ethyl 2-diazo-3-oxo-propanoate